3-(triethoxysilyl)propionic acid ethyl-acetate C(C)OC(C)=O.C(C)O[Si](CCC(=O)O)(OCC)OCC